perfluoroallyl diethyl phosphite P(OC(C(=C(F)F)F)(F)F)(OCC)OCC